FC=1C=C(C(=O)NC)C=CC1C=C 3-fluoro-N-methyl-4-vinylbenzamide